C(CCCCCCCCCCCCCCC)N1C=C(C(C=C1)=O)OC(=O)C(C)(C)C N-hexadecyl-3-t-butylcarbonyloxy-pyridin-4-one